1-[4-chloro-1-(difluoromethyl)pyrazol-3-yl]Cyclopropylamine hydrochloride Cl.ClC=1C(=NN(C1)C(F)F)C1(CC1)N